benzyl 4-(8-fluoro-2-(4-(methylsulfonyl) phenyl)imidazo[1,2-a]pyridin-6-yl)-3,6-dihydropyridine-1(2H)-carboxylate FC=1C=2N(C=C(C1)C=1CCN(CC1)C(=O)OCC1=CC=CC=C1)C=C(N2)C2=CC=C(C=C2)S(=O)(=O)C